bis(pinacolato)-diboron B1(OC(C(O1)(C)C)(C)C)B1OC(C(O1)(C)C)(C)C